(4-Methylpent-2-yn-1-yl)-4-(4-(3,3,3-trifluoropropyl)piperazin-1-yl)-1H-benzo[d]imidazole-1-carboxamide CC(C#CCC1=NC2=C(N1C(=O)N)C=CC=C2N2CCN(CC2)CCC(F)(F)F)C